C(C)OC(=O)C=1C=NN(C1C=O)COCC[Si](C)(C)C.FC1=C2CCN(C2=CC=C1)C(CC=1N=C(SC1)COC1=CC=CC=C1)=O 1-(4-fluoroindolin-1-yl)-2-(2-(phenoxymethyl)thiazol-4-yl)ethan-1-one ethyl-5-formyl-1-(2-trimethylsilylethoxymethyl)pyrazole-4-carboxylate